dimethoxyphosphoryl-amine COP(=O)(OC)N